N1C=NC2=C1C=CC(=C2)C(=CC2=NC=1C=C(C(=CC1C=1N2CCN1)OC)OC)O 1-(1H-benzoimidazol-5-yl)-2-(8,9-dimethoxy-2,3-dihydroimidazo[1,2-c]quinazolin-5-yl)vinyl alcohol